C[C@]12CC[C@@H](C[C@H]1CC[C@@H]3[C@@H]2C[C@H]([C@]4([C@@]3(CC[C@@H]4C5=COC(=C5)[O-])O)C)O)O The molecule is conjugate base of digoxigenin; major species at pH 7.3. It is a 12beta-hydroxy steroid, a 14beta-hydroxy steroid, a 3beta-hydroxy steroid and a 3beta-sterol. It is a conjugate base of a digoxigenin.